endo-phosphoryl chloride P(=O)(Cl)(Cl)Cl